C(C)C1=CC=C(C=C1)N1N=CC(=C1)C=1C=C2C(=CNC2=CC1)NC(C(=O)NCC(F)(F)F)=O N-(5-(1-(4-ethylphenyl)-1H-pyrazol-4-yl)-1H-indol-3-yl)-N2-(2,2,2-trifluoroethyl)oxalamide